(3R)-3-[5-[4-[5-[4-[(1R,2S)-6-hydroxy-2-phenyl-tetralin-1-yl]phenoxy]pentyl]piperazin-1-yl]-7-methoxy-1-oxo-isoindolin-2-yl]piperidine-2,6-dione OC=1C=C2CC[C@@H]([C@@H](C2=CC1)C1=CC=C(OCCCCCN2CCN(CC2)C=2C=C3CN(C(C3=C(C2)OC)=O)[C@H]2C(NC(CC2)=O)=O)C=C1)C1=CC=CC=C1